N-(2-{4-[(sulfamoyl)amino]hexahydropyridin-1-yl}-5-fluorophenyl)-8-(1-methylpyrazol-4-yl)imidazo[3,2-a]pyrazine-6-carboxamide hydrochloride Cl.S(N)(=O)(=O)NC1CCN(CC1)C1=C(C=C(C=C1)F)NC(=O)C=1N=C(C=2N(C1)C=CN2)C=2C=NN(C2)C